3-Methyl-4-hexen CC(CC)C=CC